6-(1-(1-(2-azaspiro[3.3]heptane-6-carbonyl)piperidin-4-yl)-1H-pyrazol-4-yl)-4-methoxypyrazolo[1,5-a]pyridine-3-carbonitrile C1NCC12CC(C2)C(=O)N2CCC(CC2)N2N=CC(=C2)C=2C=C(C=1N(C2)N=CC1C#N)OC